O=C1N(C(C2=CC=CC=C12)=O)C=1C(=NN2C1N=CC1=C2C(CC1C(=O)O)(C(F)(F)F)C)F.COC1=CC=C(C=C1)S(=O)C1=CC=CC=C1 1-methoxy-4-(phenylsulfinyl)benzene 1,3-dioxoisoindolin-2-yl-2-fluoro-8-methyl-8-(trifluoromethyl)-7,8-dihydro-6H-cyclopenta[e]pyrazolo[1,5-a]pyrimidine-6-carboxylate